F[C@@H]1C[C@@]2(CCCN2C1)COC1=NC(=NC(=N1)Cl)N1C[C@H]2CC[C@@H](C1)N2C(=O)OC(C)(C)C tert-butyl (1R,5S)-3-(4-{[(2R,7aS)-2-fluoro-hexahydropyrrolizin-7a-yl]methoxy}-6-chloro-1,3,5-triazin-2-yl)-3,8-diazabicyclo[3.2.1]octane-8-carboxylate